tert-butyl 2-(3-chlorothieno[3,2-c]pyridazin-6-yl)-7-azaspiro[3.5]nonane-7-carboxylate ClC1=CC2=C(N=N1)C=C(S2)C2CC1(C2)CCN(CC1)C(=O)OC(C)(C)C